5-methyl-4-(2,3-dichloro-phenyl)-2,6-dimethyl-1,4-dihydro-pyridine-3,5-dicarboxylic acid 3-(2-cyano-ethyl) ester C(#N)CCOC(=O)C1=C(NC(C(C1C1=C(C(=CC=C1)Cl)Cl)(C(=O)O)C)C)C